[N+](=O)([O-])C1=C(C=CC(=C1)[N+](=O)[O-])S(=O)(=O)N1CCC(CC1)OC(=O)N[C@@H](CC(C)C)C(=O)OC Methyl (((1-((2,4-dinitrophenyl)sulfonyl)piperidin-4-yl)oxy)carbonyl)-L-leucinate